C(C1=CC=CC=C1)OC(=O)N1CCN(CC1)CCCC(=O)O 4-(4-((benzyloxy)carbonyl)piperazin-1-yl)butyric acid